(1S,2S)-2-((2-Methyl-6-(3-methyl-4-((((R)-1-phenylethoxy)carbonyl)amino)isoxazol-5-yl)pyridin-3-yl)carbamoyl)cyclohexan CC1=NC(=CC=C1NC(=O)C1CCCCC1)C1=C(C(=NO1)C)NC(=O)O[C@@H](C)C1=CC=CC=C1